ClC=1N=C(C2=C(N1)N=CC=C2)N2[C@@H](CCC2)CO (S)-(1-(2-chloropyrido[2,3-d]pyrimidin-4-yl)pyrrolidin-2-yl)methanol